tris-[4-(4-acetylphenyl)-thiophenyl]-sulfonium tetrakis-(pentafluorophenyl)-borate FC1=C(C(=C(C(=C1[B-](C1=C(C(=C(C(=C1F)F)F)F)F)(C1=C(C(=C(C(=C1F)F)F)F)F)C1=C(C(=C(C(=C1F)F)F)F)F)F)F)F)F.C(C)(=O)C1=CC=C(C=C1)C=1C=C(SC1)[S+](C=1SC=C(C1)C1=CC=C(C=C1)C(C)=O)C=1SC=C(C1)C1=CC=C(C=C1)C(C)=O